Cl.FC(S(=O)(=O)N[C@@H]1[C@@H](NCC12CC2)CC=2C(=C(C=C(C2)F)C2=CC(=CC=C2)F)F)F 1,1-difluoro-N-((6S,7S)-6-((2,3',5-trifluoro-[1,1'-biphenyl]-3-yl)methyl)-5-azaspiro[2.4]heptan-7-yl)methanesulfonamide hydrochloride